2-[2-(1,3,3a,4,6,6a-Hexahydrofuro[3,4-c]pyrrol-5-yl)oxazolo[4,5-b]pyridin-5-yl]-3-methyl-5-(trifluoromethyl)phenol C1OCC2C1CN(C2)C=2OC=1C(=NC(=CC1)C1=C(C=C(C=C1C)C(F)(F)F)O)N2